4-O-L-rhamnopyranosyl-β-D-glucopyranose C1([C@H](O)[C@H](O)[C@@H](O)[C@@H](O1)C)O[C@H]1[C@@H]([C@H]([C@H](O)O[C@@H]1CO)O)O